[N+](=O)([O-])C1=CC=C(C=C1)S(=O)(=O)C1=CC=C(C=C1)NS(=O)=O N-[4-(4-nitrobenzenesulfonyl)phenyl]sulfonamide